CS(=O)C=1C=C2C=C(C=NC2=CC1)S(=O)(=O)C1=CC=C(C=C1)OCCCCCCCCCCCCCCCCCC 6-(methylsulfinyl)-3-((4-(octadecyloxy)phenyl)sulfonyl)quinoline